O=C(CCN)OC1=CN(CC1)CC(F)(F)F (3-oxo-3-((1-(2,2,2-trifluoroethyl)pyrrolin-3-yl)oxy)propyl)amine